3-NITRO-5-(TRIFLUOROMETHYL)BENZENEBORONIC ACID [N+](=O)([O-])C=1C=C(C=C(C1)C(F)(F)F)B(O)O